phenyl(naphthobenzofuranyl)anthracene-d1 diphenylisodecyl-phosphite (diphenyl-isodecyl-phosphite) C1(=CC=CC=C1)C(CCCCCCC(C)C)(P(O)(O)O)C1=CC=CC=C1.C1(=CC=CC=C1)C(CCCCCCC(C)C)(P(O)(O)O)C1=CC=CC=C1.C1(=CC=CC=C1)C=1C(=C(C2=CC3=CC=CC=C3C=C2C1)[2H])C1=COC=2C1=CC=C1C2C=CC2=CC=CC=C21